FC1(CN(CCC1)CC[C@@H]([C@H](C(=O)O)C)NC(=O)C1=NN(C(=C1)C1=C(C=CC=C1)C(F)(F)F)C1=NC=CC=C1)F (2R,3S)-5-(3,3-difluoropiperidin-1-yl)-2-methyl-3-{[1-(pyridin-2-yl)-5-[2-(trifluoromethyl)phenyl]-1H-pyrazol-3-yl]formamido}pentanoic acid